N1=CC=C(C=C1)C=1SC=2C(NCCC2N1)=O (pyridin-4-yl)-6,7-dihydrothiazolo[5,4-c]pyridin-4(5H)-one